N-(4-[(2-OXOETHYL)SULFANYL]PHENYL)ACETAMIDE O=CCSC1=CC=C(C=C1)NC(C)=O